C1(CC1)C1=CN(C2=CC=C(C=C12)N1C(NC(CC1)=O)=O)C1CCNCC1 1-(3-Cyclopropyl-1-(piperidin-4-yl)-1H-indol-5-yl)dihydropyrimidine-2,4(1H,3H)-dione